C(CCCCC)C1=C(C=C(C=C1)O)O 4-hexyl-1,3-benzenediol